S(=O)(=O)(C1=CC=C(C)C=C1)OCC(CC)C1CCN(CC1)C(=O)OC(C)(C)C tert-butyl 4-(1-(tosyloxy)butan-2-yl)piperidine-1-carboxylate